4-[(2,6-Diisopropylphenoxy)methyl]1,3-dihydroimidazole-2-thione C(C)(C)C1=C(OCC=2NC(NC2)=S)C(=CC=C1)C(C)C